triethylene glycol e-bis(3-aminopropyl) ether NCCCOCCOCCOCCOCCCN